IC=1C=C2C(N(C=3N(C2=CC1)C(NN3)=S)CCC3=CC=CC=C3)=O 7-iodo-4-phenethyl-1-thioxo-2,4-dihydro-[1,2,4]triazolo[4,3-a]quinazolin-5(1H)-one